(S)-2-(5-(8-((S)-pyrrolidin-2-yl)isoChroman-6-yl)-1H-pyrrolo[2,3-b]pyridin-3-yl)propionitrile N1[C@@H](CCC1)C=1C=C(C=C2CCOCC12)C=1C=C2C(=NC1)NC=C2[C@@H](C#N)C